N-[5-(1H-benzimidazol-2-yl)-1H-pyrazol-3-yl]-2-(4-methylpiperazin-1-yl)pyrimidine-5-carboxamide N1C(=NC2=C1C=CC=C2)C2=CC(=NN2)NC(=O)C=2C=NC(=NC2)N2CCN(CC2)C